O[C@@H]1CN(CC[C@H]1[C@@H]1N2C(C3=CC=CC=C13)=CN=C2)S(=O)(=O)N(C)C (3S,4S)-3-hydroxy-4-((S)-5H-imidazo[5,1-a]isoindol-5-yl)-N,N-dimethylpiperidine-1-sulfonamide